vinyl-methyl-dimethoxysilane (1R,3S)-3-{5-[2-(3-chloro-2-formylphenoxy)acetamido]-2H-pyrazol-3-yl}cyclopentyl-N-isopropylcarbamate ClC=1C(=C(OCC(=O)NC=2C=C(NN2)[C@@H]2C[C@@H](CC2)N(C(O)=O)C(C)C)C=CC1)C=O.C(=C)[Si](OC)(OC)C